N-(3-chlorobenzyl)-2,5-dimethylpiperidine-4-carboxamide ClC=1C=C(CNC(=O)C2CC(NCC2C)C)C=CC1